OC(C(=O)O)(CCCCC[C@@H]1C(CC[C@@H]1CCCCCCCC)=C=O)O (S)-dihydroxy-9-carbonyl-13-trans-prostanoic acid